1-(4-(1,1-dimethylethyl)phenyl)-3-(4-methoxyphenyl)propane CC(C)(C)C1=CC=C(C=C1)CCCC1=CC=C(C=C1)OC